1-octyl-3-methylimidazole hexafluorophosphate salt F[P-](F)(F)(F)(F)F.C(CCCCCCC)N1CN(C=C1)C